N-(5-(1,5-dimethyl-1H-pyrazol-3-yl)-4-((3-(2-hydroxyethoxy)-5-(methylsulfonyl)phenyl)amino)pyridin-2-yl)acetamide CN1N=C(C=C1C)C=1C(=CC(=NC1)NC(C)=O)NC1=CC(=CC(=C1)S(=O)(=O)C)OCCO